4-[3,5-bis(9H-carbazole-9-yl)phenyl]-2-phenyl-6-(1,1'-biphenyl-4-yl)pyrimidine C1=CC=CC=2C3=CC=CC=C3N(C12)C=1C=C(C=C(C1)N1C2=CC=CC=C2C=2C=CC=CC12)C1=NC(=NC(=C1)C1=CC=C(C=C1)C1=CC=CC=C1)C1=CC=CC=C1